C(#N)C1=CNC2=C(C=CC(=C12)F)NS(=O)(=O)C=1C=NN(C1)[C@@H](CO)C N-(3-cyano-4-fluoro-1H-indol-7-yl)-1-[(1R)-2-hydroxy-1-methyl-ethyl]pyrazole-4-sulfonamide